N1N=CC(=C1)C(=O)NN pyrazole-4-carbohydrazide